(S)-2-chloro-N-(1-(5-(3-(2-chloro-7-((S)-1-methoxyethyl)pyrazolo[1,5-a]pyrimidin-6-yl)ureido)-3-(trifluoromethyl)pyridin-2-yl)-1H-pyrazol-4-yl)propanamide Cl[C@H](C(=O)NC=1C=NN(C1)C1=NC=C(C=C1C(F)(F)F)NC(=O)NC=1C=NC=2N(C1[C@H](C)OC)N=C(C2)Cl)C